NC=1C(=C(C(=O)OC)C(=CC1)Cl)C methyl 3-amino-6-chloro-2-methylbenzoate